N1CCC(CC1)C=1C=NC2=CC=CC=C2C1 3-(Piperidin-4-yl)quinoline